NC1=C(C=C2C(=N1)C(C=1C(=CC=CC1O2)Cl)=O)C2=CC=C(C=C2)NC2CCN(CC2)C(=O)OC(C)(C)C tert-butyl 4-((4-(2-amino-9-chloro-10-oxo-10H-chromeno[3,2-b]pyridin-3-yl)phenyl)amino)piperidine-1-carboxylate